4-(2-hydroxy-prop-2-yl)-N-((5-(1-(oxetan-3-yl)-1H-pyrrolo[2,3-b]pyridin-4-yl)-2,3-dihydro-1H-inden-4-yl)carbamoyl)thiophene-2-sulfonamide OC(C)(C)C=1C=C(SC1)S(=O)(=O)NC(NC1=C2CCCC2=CC=C1C1=C2C(=NC=C1)N(C=C2)C2COC2)=O